[2H]C1(C(O1)([2H])C([2H])([2H])O)[2H] glycidol-d5